FC(F)(F)N1N=CC(=C1)C(=O)N (trifluoromethyl)-1H-pyrazole-4-carboxamide